2-(fluoromethyl)quinolin FCC1=NC2=CC=CC=C2C=C1